N-((5-aminopyrazolo[1,5-c]quinazolin-2-yl)methyl)-2-(trifluoromethoxy)benzamide NC1=NC=2C=CC=CC2C=2N1N=C(C2)CNC(C2=C(C=CC=C2)OC(F)(F)F)=O